triethoxytitanium chloride [Cl-].C(C)O[Ti+](OCC)OCC